Methyl-2,6-diisocyanatohexanoat COC(C(CCCCN=C=O)N=C=O)=O